5-{2-amino-[1,2,4]triazolo[1,5-a]pyridin-7-yl}-N-{[3-(cyclopropylmethoxy)pyridin-2-yl]methyl}-2-methylpyridine-3-carboxamide NC1=NN2C(C=C(C=C2)C=2C=C(C(=NC2)C)C(=O)NCC2=NC=CC=C2OCC2CC2)=N1